6,12-dodecanediol dimethacrylate C(C(=C)C)(=O)OC(CCCCC)CCCCCCOC(C(=C)C)=O